C(C1=CC=CC=C1)N1N=CC2=CC(=CC=C12)C(=O)O 1-Benzyl-1H-indazole-5-carboxylic acid